O[C@]1(CN(CC1)C1=CC=CC(=N1)C1=NC2=CC(=NC=C2C=C1)CNC(C1=CC(=C(C=C1)C)S(=O)(=O)C)=O)C (R)-N-((2-(6-(3-hydroxy-3-methylpyrrolidin-1-yl)pyridin-2-yl)-1,6-naphthyridin-7-yl)methyl)-4-methyl-3-(methylsulfonyl)benzamide